FCCCN1C[C@H](CC1)C1=NN(C=2N=C(C=3CCCCC3C21)OC2C(C(C(C(O2)C(=O)O)O)O)O)C 6-((1-((S)-1-(3-fluoropropyl)pyrrolidin-3-yl)-3-methyl-6,7,8,9-tetrahydro-3H-pyrazolo[3,4-c]isoquinolin-5-yl)oxy)-3,4,5-trihydroxy-tetrahydro-2H-pyran-2-carboxylic acid